FC1(CCC(CC1)C1=NC=CC=C1)F (4,4-difluorocyclohexyl)pyridin